C[C@H]1OCC[C@H](C1)N1C=NC=2C=NC=3C=CC=CC3C21 1-[(2R,4R)-2-methyltetrahydro-2H-pyran-4-yl]-1H-imidazo[4,5-c]Quinoline